ClC1=NC=C(C(=C1)NC(C)C)C#CCCOC 2-chloro-N-isopropyl-5-(4-methoxybut-1-ynyl)pyridin-4-amine